N1(CCCCC1)C(=O)C=1C=NN2C1C=CC=C2C=2C=C(C(=O)NC1=CC=NC=C1)C=CC2 3-(3-(piperidine-1-carbonyl)pyrazolo[1,5-a]pyridin-7-yl)-N-(pyridin-4-yl)benzamide